C(CC(O)(C(=O)OC(C)C(CC)C)CC(=O)OC(C)C(CC)C)(=O)OC(C)C(CC)C tri(3-methyl-2-pentyl) citrate